3-(2-(azetidin-1-yl)ethyl)-1H-indol-4-ol N1(CCC1)CCC1=CNC=2C=CC=C(C12)O